6-methyl-2,3,4,9-tetrahydro-1H-carbazol-1-one CC=1C=C2C=3CCCC(C3NC2=CC1)=O